ClC=1C=CC=2C3=C(C(N(C2C1)C1=CC=CC=C1)=O)N=C(N3C)S(=O)C3=CC=C(C=C3)OC.[S].[Ga].[Cu].[Ag] silver-copper-gallium sulfur 7-chloro-2-((4-methoxyphenyl)sulfinyl)-1-Methyl-5-phenyl-1,5-dihydro-4H-imidazo[4,5-c]quinolin-4-one